C(C)(=O)N[C@H]1[C@H](OCC2=CC=CC=C2)O[C@@H]([C@H]([C@@H]1O)O)COC(C1=C(C=CC(=C1OC)Cl)Cl)=O benzyl 2-(acetamido)-2-deoxy-6-O-(2,5-dichloro-6-methoxybenzoyl)-β-D-glucopyranoside